(2r,5s)-2-(1-(4-bromophenyl)-3-(4-fluorophenyl)-1H-pyrazol-4-yl)-5-methyl-3-(2-(2-oxoindol-6-yl)ethyl)oxazolidin-4-one BrC1=CC=C(C=C1)N1N=C(C(=C1)[C@H]1O[C@H](C(N1CCC=1C=CC2=CC(N=C2C1)=O)=O)C)C1=CC=C(C=C1)F